2-ethyl-4-methyl-3,5,6-trifluorobenzyl 2,2,3,3-tetramethylcyclopropanecarboxylate CC1(C(C1(C)C)C(=O)OCC1=C(C(=C(C(=C1F)F)C)F)CC)C